ethyl-methyl-ethyl-5-methyl-ethyl-furan C(C)C(C)C=1OC(=C(C1CC)C)C